4,5-dihydroxy-12,12-dimethyl-6-(propan-2-yl)tricyclo[9.4.0.03,8]Pentadecan-3,5,7-trien-2-one OC1=C2C(C3CCCC(C3CCC2=CC(=C1O)C(C)C)(C)C)=O